ClC1=C(C=C(C=C1N1CC2(CC1)CNCC2)C#N)NC2=NC=1N(C(=N2)NC2CC2)N=CC1C#N 2-((2-chloro-5-cyano-3-(2,7-diazaspiro[4.4]nonan-2-yl)phenyl)amino)-4-(cyclopropylamino)pyrazolo[1,5-a][1,3,5]triazine-8-carbonitrile